(S)-2-(1-(2-fluoroacryloyl)piperazin-2-yl)acetonitrile FC(C(=O)N1[C@H](CNCC1)CC#N)=C